CC(C#N)C 2-methylpropionitrile